SCCOC(C)C=C vinyl-2-ethyl mercaptoethyl ether